(3S)-3-Amino-4-morpholino-4-oxo-butanoic acid N[C@@H](CC(=O)O)C(=O)N1CCOCC1